4-[2-[[1-(4-Fluorophenyl)-2-oxo-pyridine-3-carbonyl]amino]pyrimidin-5-yl]oxy-N-(1-methyl-4-piperidyl)-1,7-naphthyridine-6-carboxamide FC1=CC=C(C=C1)N1C(C(=CC=C1)C(=O)NC1=NC=C(C=N1)OC1=CC=NC2=CN=C(C=C12)C(=O)NC1CCN(CC1)C)=O